(S)-1-(4-((4-((2-fluoro-4-((2-(3-fluoropyrrolidin-1-yl)pyrimidin-4-yl)oxy)phenyl)amino)-7-methoxyquinazolin-6-yl)amino)piperidin-1-yl)prop-2-en-1-one FC1=C(C=CC(=C1)OC1=NC(=NC=C1)N1C[C@H](CC1)F)NC1=NC=NC2=CC(=C(C=C12)NC1CCN(CC1)C(C=C)=O)OC